N[C@@H](C(=O)NC1=CC(=NN1)C1=CC=NC=C1)CC1=CC=C(C=C1)Cl (R)-2-Amino-3-(4-chlorophenyl)-N-(3-(pyridin-4-yl)-1H-pyrazol-5-yl)propanamide